N-(4-fluorophenyl)urea FC1=CC=C(C=C1)NC(=O)N